3,9-bis(2-hydroxy-1,1-dipropylethyl)-2,4,8,10-tetraoxaspiro(5.5)undecane OCC(CCC)(CCC)C1OCC2(CO1)COC(OC2)C(CO)(CCC)CCC